C(#N)C(C)(C1=CN=C(N1)C1=C(C=CC(=C1)OC=1C(=C2C=CNC2=CC1F)SC)F)C=1C=C(C=CC1)CCC(=O)OCC Ethyl 3-(3-(1-cyano-1-(2-(2-fluoro-5-((6-fluoro-4-(methylthio)-1H-indol-5-yl)oxy)phenyl)-1H-imidazol-5-yl)ethyl)phenyl)propanoate